4-hydroxy-7-(trifluoromethylsulfanyl)-2,3-dihydro-1H-inden-1-one OC1=C2CCC(C2=C(C=C1)SC(F)(F)F)=O